C1(CC1)N1C(=NC2=NC=C(C=C21)C=2C=CN1N=CN=C(C12)NCC1CC1)C 5-(1-cyclopropyl-2-methyl-1H-imidazo[4,5-b]pyridin-6-yl)-N-cyclopropylmethyl-pyrrolo[2,1-f][1,2,4]triazin-4-amine